(1s,2r)-2-methylcyclopropan-1-amine hydrochloride Cl.C[C@H]1[C@H](C1)N